CN1N=CC=2C1=NC(=NC2NC(=O)C=2SC(=CC2)[N+](=O)[O-])C2=CC(=CC=C2)OC(F)(F)F N-(1-methyl-6-(3-(trifluoromethoxy)phenyl)-1H-pyrazolo[3,4-d]pyrimidin-4-yl)-5-nitrothiophene-2-carboxamide